N-(spiro[cyclohexane-1,3'-indoline]-5'-yl)methanesulfonamide N1CC2(C3=CC(=CC=C13)NS(=O)(=O)C)CCCCC2